[N+](=O)([O-])/C=C/C=1C=CC(=C(C(=O)O)C1)NC1=CC(=CC=C1)C(F)(F)F (E)-5-(2-nitrovinyl)-2-((3-(trifluoromethyl)phenyl)amino)benzoic acid